ClC=1C=C(O[C@H]2C[C@@H](N(C2)C(=O)OC(C)(C)C)C(NC)=O)C=C(C1)CC(=O)NC1=CN=CC2=CC=CC=C12 tert-butyl (2R,4S)-4-(3-chloro-5-(2-(isoquinolin-4-ylamino)-2-oxoethyl)phenoxy)-2-(methylcarbamoyl)pyrrolidine-1-carboxylate